CS(=O)(=O)N1C=C(C=C1)CCC(=O)O 3-(1-(methylsulfonyl)-1H-pyrrol-3-yl)propionic acid